[S-]C#N.[K+].[Fe+3].[S-]C#N.[S-]C#N.[S-]C#N iron (III)-potassium thiocyanate